(3S)-3-{4,5-difluoro-2',6'-dimethyl-[1,1'-biphenyl]-3-yl}-3-[(2S)-4-methyl-2-[(1-methyl-1H-pyrazol-4-yl)formamido]pentanamido]propanoic acid FC1=C(C=C(C=C1F)C1=C(C=CC=C1C)C)[C@H](CC(=O)O)NC([C@H](CC(C)C)NC(=O)C=1C=NN(C1)C)=O